C(C(C)C)N1CC2(OC=3C=C(C=CC3C=3N=C(SC32)NC(=O)C=3C(=NC=NC3OC)OC)C(F)(F)F)C1 N-(1-isobutyl-7'-(trifluoromethyl)spiro[azetidine-3,4'-chromeno[4,3-d]thiazol]-2'-yl)-4,6-dimethoxypyrimidine-5-carboxamide